C1(C=CC2=CC=CC=C12)[Si]([Si](C1C(=C(C(=C1C)C)C)C)(C)C)(C)C 1-(1H-inden-1-yl)-1,1,2,2-tetramethyl-2-(2,3,4,5-tetramethylcyclopent-2,4-dien-1-yl)disilane